Tert-butyl (2,6-dimethylpyridine-4-yl)(methyl)carbamate CC1=NC(=CC(=C1)N(C(OC(C)(C)C)=O)C)C